acetyl-triethylcitrate C(C)(=O)C(C(C(C(=O)[O-])(CC)CC)(O)C(=O)[O-])(C(=O)[O-])CC